CN1CCC(CC1)N 1-methyl-piperidin-4-amine